C(C)(C)(C)OC(C(CN1CC[C@@H]2N(CC([C@@H]21)(F)F)C(=O)OC(C)(C)C)C)=O (cis)-tert-Butyl 4-(3-(tert-butoxy)-2-methyl-3-oxopropyl)-3,3-difluorohexahydropyrrolo[3,2-b]pyrrole-1(2H)-carboxylate